4-[[(7R)-1-[5-[(1S)-1-(2,2-difluoro-1,3-benzodioxol-5-yl)ethoxy]-6-fluoro-3-pyridinyl]-3-(trifluoromethyl)-4,5,6,7-tetrahydroindazol-7-yl]oxymethyl]cyclohexanecarboxylic acid FC1(OC2=C(O1)C=CC(=C2)[C@H](C)OC=2C=C(C=NC2F)N2N=C(C=1CCC[C@H](C21)OCC2CCC(CC2)C(=O)O)C(F)(F)F)F